N=CC1=C(C=CC(C1)=O)C(C#N)CC 2-(iminomethyl)-4-oxo-phenylbutyronitrile